3-bromo-1-methyl-1H-pyrazolo[3,4-b]pyrazine BrC1=NN(C2=NC=CN=C21)C